N1C=NC(CC1)=O 5,6-dihydropyrimidin-4(1H)-one